9-(4-chloro-2-fluoro-phenyl)-7-[(2S,4R)-2-[1-(2-methoxyethyl)pyrazol-4-yl]tetrahydropyran-4-yl]-2,3-dimethyl-pyrazino[1,2-a]pyrimidin-4-one ClC1=CC(=C(C=C1)C1=NC(=CN2C1=NC(=C(C2=O)C)C)[C@H]2C[C@H](OCC2)C=2C=NN(C2)CCOC)F